FC(CI)(F)F 2,2,2-trifluoro-ethyl iodide